C(C)(C)(C)OC(=O)N1CCC(CC1)N1N=C(N=C1)C.C(#N)C=1C=C(C(=O)NC=2C=C3C(=NN(C3=CC2)COCC[Si](C)(C)C)C=2C=NC=CC2)C=CC1 3-cyano-N-(3-(pyridin-3-yl)-1-((2-(trimethylsilyl)ethoxy)methyl)-1H-indazol-5-yl)benzamide tert-Butyl-4-(3-methyl-1H-1,2,4-triazol-1-yl)piperidine-1-carboxylate